CC1=NN(C=C1NC1=NC=C(C(=N1)NCCCN1C(OCCC1)=O)C(F)(F)F)CCN1CCOCC1 3-(3-((2-((3-methyl-1-(2-morpholinoethyl)-1H-pyrazol-4-yl)amino)-5-(trifluoromethyl)pyrimidin-4-yl)amino)propyl)-1,3-oxazinan-2-one